(butylnitroamino)ethyl nitrate [N+](=O)(OCCN([N+](=O)[O-])CCCC)[O-]